(2R)-2-methylpiperidine-1-carboxylic acid tert-butyl ester C(C)(C)(C)OC(=O)N1[C@@H](CCCC1)C